FC=1C=C(C=NC1)[C@H](CNC(CC1CCC(CC1)NC(C)=O)(C)C)O N-[(1S,4s)-4-{2-[(R)-2-(5-fluoro-3-pyridyl)-2-hydroxyethylamino]-2-methylpropyl}cyclohexyl]acetamide